C(C)N(C=N)C N-ethyl-N-methyl-imidoformamide